O(C1=CC=CC=C1)CCCO 3-phenoxypropanol